C(C)C=1C(NC(NC1C)=O)=O 5-ethyl-6-methyl-uracil